1-((1H-indazol-7-yl)methyl)-N5-cyclopropyl-N3-methyl-2-oxo-1,2-dihydropyridine-3,5-dicarboxamide N1N=CC2=CC=CC(=C12)CN1C(C(=CC(=C1)C(=O)NC1CC1)C(=O)NC)=O